2,4-dichloro-benzene ClC1=CC=CC(=C1)Cl